5-Bromo-1-(4-fluoro-3-methoxyphenyl)-1H-indazole-3-carbonitrile BrC=1C=C2C(=NN(C2=CC1)C1=CC(=C(C=C1)F)OC)C#N